1-methyl-2-(2-chloroethyl)pyrrolidine CN1C(CCC1)CCCl